N-ethylpyridine tetrafluoroborate salt F[B-](F)(F)F.C(C)N1CC=CC=C1